ClC=1C=C(C=CC1F)NC(N([C@@H](C)C1=CNC(C2=CC=CC=C12)=O)CCC(=O)NC)=O (S)-3-(3-(3-chloro-4-fluorophenyl)-1-(1-(1-oxo-1,2-dihydroisoquinolin-4-yl)ethyl)ureido)-N-methylpropanamide